(2S)-N-(benzo[d][1,3]dioxol-5-ylmethyl)-N-(4,4-difluorocyclohexyl)-1-((R)-N,4-dimethylphenylsulfonimidoyl)pyrrolidine-2-carboxamide O1COC2=C1C=CC(=C2)CN(C(=O)[C@H]2N(CCC2)[S@](=O)(=NC)C2=CC=C(C=C2)C)C2CCC(CC2)(F)F